2-(2-(3,5-dimethyl-1H-pyrazol-1-yl)-6-oxo-4-phenylpyrimidin-1(6H)-yl)-N-(3-nitrophenyl)acetamide CC1=NN(C(=C1)C)C=1N(C(C=C(N1)C1=CC=CC=C1)=O)CC(=O)NC1=CC(=CC=C1)[N+](=O)[O-]